ClC1=CC=C(C(=N1)F)O[C@H](C)C=1C=C(C=C2C(C(=C(OC12)C=1C=NN(C1)C)C)=O)C 8-[(1R)-1-[(6-Chloro-2-fluoro-3-pyridyl)oxy]ethyl]-3,6-dimethyl-2-(1-methylpyrazol-4-yl)chromen-4-one